C(C)(C)(C)N1C[C@H]([C@@H](C1)C1=CC=CC=C1)C(=O)NC1=CC=CC2=C1N=CO2 |r| tert-Butyl-(±)-trans-N-(1,3-benzoxazol-4-yl)-4-phenylpyrrolidine-3-carboxamide